(S)-(6,6'-dimethoxybiphenyl-2,2'-diyl)bis[bis(4-methylphenyl)phosphine] CC1=CC=C(C=C1)P(C2=CC=C(C=C2)C)C3=CC=CC(=C3C4=C(C=CC=C4P(C5=CC=C(C=C5)C)C6=CC=C(C=C6)C)OC)OC